CN1CC(=CC=C1)C(F)F 1-methyl-3-difluoromethyl-1H-pyridine